N-((S)-1-(((R)-tert-butylsulfinyl)imino)-1,3-dihydrospiro[inden-2,4'-piperidin]-6-yl)methylsulfonamide trifluoroacetate FC(C(=O)O)(F)F.C(C)(C)(C)[S@@](=O)N=C1C2=CC(=CC=C2CC12CCNCC2)CNS(=O)=O